5-([1,1'-biphenyl]-4-yl)-4-amino-2-methylpentanoic acid C1(=CC=C(C=C1)CC(CC(C(=O)O)C)N)C1=CC=CC=C1